C(C1=CC=CC=C1)C1=C(C(NC2=CC=C(C=C12)Cl)=O)C(\C=C\C=1C=NC=CC1)=O 4-benzyl-6-chloro-3-[(E)-3-(3-pyridyl)prop-2-enoyl]-1H-quinolin-2-one